3-[3-(3-fluoro-5-methoxy-phenyl)-1-bicyclo[1.1.1]pentanyl]azetidine FC=1C=C(C=C(C1)OC)C12CC(C1)(C2)C2CNC2